3-(((1R,3r,5S)-8-methyl-8-azabicyclo[3.2.1]octan-3-yl)oxy)-3-oxo-2-phenylpropyl (9Z)-octadec-9-enoate C(CCCCCCC\C=C/CCCCCCCC)(=O)OCC(C(=O)OC1C[C@H]2CC[C@@H](C1)N2C)C2=CC=CC=C2